dihydroxy-3'-methylacetophenone OC(C(=O)C1=CC(=CC=C1)C)O